(R)-4,4-difluoro-N-(3-(2-((3-methoxy-1-meth-yl-1H-pyrazol-4-yl)amino)-5-methylpyrimidin-4-yl)-1H-indol-7-yl)-1-((S)-tetrahydrofuran-3-yl)pyrrolidine-2-carboxamide FC1(C[C@@H](N(C1)[C@@H]1COCC1)C(=O)NC=1C=CC=C2C(=CNC12)C1=NC(=NC=C1C)NC=1C(=NN(C1)C)OC)F